2-[[2-[2-(cyclopropylmethoxy)-6-(difluoromethyl)-3-pyridinyl]-1,6-naphthyridin-7-yl]methyl]isoindoline-1,3-dione C1(CC1)COC1=NC(=CC=C1C1=NC2=CC(=NC=C2C=C1)CN1C(C2=CC=CC=C2C1=O)=O)C(F)F